ClC=1C=C(C=CC1)C(C(C1CCCCC1)N(C([O-])=O)[C@H](C(=O)N[C@H](CO)C[C@H]1C(NCC1)=O)CC1=CC=CC=C1)(F)F 2-(3-Chlorophenyl)-1-cyclohexyl-2,2-difluoroethyl((S)-1-(((S)-1-hydroxy-3-((S)-2-oxo pyrrolidin-3-yl)propan-2-yl)amino)-1-oxo-3-phenylpropan-2-yl)carbamate